6-isopropyl-10-(4-isopropylthiazol-2-yl)-9-(3-methoxypropoxy)-2-oxo-6,7-dihydro-2H-pyrido[2,1-a]isoquinoline-3-carboxylic acid C(C)(C)C1N2C(C3=CC(=C(C=C3C1)OCCCOC)C=1SC=C(N1)C(C)C)=CC(C(=C2)C(=O)O)=O